N-(2,6-diisopropylphenyl)-2-(5-(trifluoromethyl)-1,2,4-oxadiazol-3-yl)-6,7-dihydrothieno[3,2-c]pyridine-5(4H)-carboxamide C(C)(C)C1=C(C(=CC=C1)C(C)C)NC(=O)N1CC2=C(CC1)SC(=C2)C2=NOC(=N2)C(F)(F)F